hydroxypropyl-(methacryloxyethyl)dimethyl-ammonium chloride [Cl-].OCCC[N+](C)(C)CCOC(C(=C)C)=O